N-(6-amino-5-ethylpyridin-3-yl)-2-((2R,5S)-5-methyl-2-(2-(1-methylazetidin-3-yl)benzo[d]thiazol-5-yl)piperidin-1-yl)-2-oxoacetamide NC1=C(C=C(C=N1)NC(C(=O)N1[C@H](CC[C@@H](C1)C)C=1C=CC2=C(N=C(S2)C2CN(C2)C)C1)=O)CC